(2-(trifluoromethyl)pyrimidin-4-yl)ethanone FC(C1=NC=CC(=N1)C(C)=O)(F)F